7-(diethylamino)-2-oxo-2H-benzopyran-3-carbaldehyde C(C)N(C1=CC2=C(C=C(C(O2)=O)C=O)C=C1)CC